FC1(CCC(CC1)C1=C(C(=O)OC(C)(C)C)C(=CC=N1)C1=C(C=CC(=C1)F)F)F tert-butyl 2-(4,4-difluorocyclohexyl)-4-(2,5-difluorophenyl)nicotinate